C(C1=CC=CC=C1)OC1=C(N(C=C(C1=O)C(=O)NCC1=C(C=C(C=C1)F)F)NC(C)C(=C)C)C(=O)N[C@@H](C)C=C 3-(benzyloxy)-N2-((S)-but-3-en-2-yl)-N5-(2,4-difluorobenzyl)-1-((3-methylbut-3-en-2-yl)amino)-4-oxo-1,4-dihydropyridine-2,5-dicarboxamide